OC=1C2=C(N(C(CC1C(=O)OC)=O)CC1=CC=C(C=C1)CC(=O)OC)C=CC=C2 Methyl 5-hydroxy-1-(4-(2-methoxy-2-oxoethyl) benzyl)-2-oxo-2,3-dihydro-1H-benzo[b]azepine-4-carboxylate